N,N'-dipalmitoyl ethylenediamine diacetate C(C)(=O)O.C(C)(=O)O.C(CCCCCCCCCCCCCCC)(=O)NCCNC(CCCCCCCCCCCCCCC)=O